N1(CCCC2=CC=CC=C12)C(CNC(OC(C)(C)C)=O)=O tert-butyl (2-(3,4-dihydroquinolin-1(2H)-yl)-2-oxoethyl)carbamate